OCCN1N=CC2=C(C=CC=C12)C1=CC2=C(OC3(CN(CC3)C#N)C(N2)=O)N=C1 7-(1-(2-Hydroxyethyl)-1H-indazol-4-yl)-2-oxo-1,2-dihydrospiro[pyrido[2,3-b][1,4]oxazine-3,3'-pyrrolidine]-1'-carbonitrile